N-4-pyridinylcyclohexanecarboxamide N1=CC=C(C=C1)NC(=O)C1CCCCC1